5-bromo-3-(bromomethyl)-1-methylpyridin-2(1H)-one BrC=1C=C(C(N(C1)C)=O)CBr